NC=1C=2N(C=CN1)C(=NC2)I 8-amino-3-iodo-imidazo[1,5-a]pyrazine